4-(4-((7-Ethyl-6-oxo-5,6-dihydro-1,5-naphthyridin-3-yl)methyl)piperazin-1-yl)-3-fluoro-N-((1r,3r)-3-hydroxycyclobutyl)benzamide C(C)C=1C(NC=2C=C(C=NC2C1)CN1CCN(CC1)C1=C(C=C(C(=O)NC2CC(C2)O)C=C1)F)=O